ON1C=CCC1 1-hydroxypyrroline